2-(4-aminopiperidin-1-yl)-N-((3-(3-(tert-butyl)-1H-pyrazol-1-yl)pyridin-2-yl)methyl)-9-isopropyl-9H-purin-6-amine NC1CCN(CC1)C1=NC(=C2N=CN(C2=N1)C(C)C)NCC1=NC=CC=C1N1N=C(C=C1)C(C)(C)C